C(C)C(CNC(CN1C(C(=CC=C1)NC([C@H](CCC(C(=O)NCC(=O)OC)=O)NC(=O)C1=CN=CN1C)=O)=O)=O)CC (S)-Methyl 2-(6-(1-(2-(2-ethylbutylamino)-2-oxoethyl)-2-oxo-1,2-dihydropyridin-3-ylamino)-5-(1-methyl-1H-imidazol-5-carboxamido)-2,6-dioxohexanamido)acetat